(2R,4S)-N-((S)-1-(((6-amino-2-methylpyridin-3-yl)methyl)amino)-1-oxopropan-2-yl)-1-(2-(methylsulfonamido)ethyl)-4-phenylpiperidine-2-carboxamide bis-trifluoroacetate FC(C(=O)O)(F)F.FC(C(=O)O)(F)F.NC1=CC=C(C(=N1)C)CNC([C@H](C)NC(=O)[C@@H]1N(CC[C@@H](C1)C1=CC=CC=C1)CCNS(=O)(=O)C)=O